tert-butyl (1-((3-(4-((4-(3-(2,4-dioxotetrahydropyrimidin-1(2H)-yl)-1-methyl-1H-indazol-6-yl)piperidin-1-yl)methyl)piperidin-1-yl)phenyl)sulfonyl)piperidin-4-yl)carbamate O=C1N(CCC(N1)=O)C1=NN(C2=CC(=CC=C12)C1CCN(CC1)CC1CCN(CC1)C=1C=C(C=CC1)S(=O)(=O)N1CCC(CC1)NC(OC(C)(C)C)=O)C